3-((2-((4-(4-(4-(tert-butyl)piperazin-1-yl)piperidin-1-yl)-2-(difluoromethoxy)phenyl)amino)-5-chloropyrimidin-4-yl)amino)thiophene-2-carboxamide C(C)(C)(C)N1CCN(CC1)C1CCN(CC1)C1=CC(=C(C=C1)NC1=NC=C(C(=N1)NC1=C(SC=C1)C(=O)N)Cl)OC(F)F